COC(=O)[C@@H]1[C@H]2C([C@H]2CN1C([C@H](C(C)(C)C)NS(=O)(=O)C)=O)(C)C (1r,2S,5S)-3-((S)-3,3-dimethyl-2-(methylsulfonylamino)butanoyl)-6,6-dimethyl-3-azabicyclo[3.1.0]hexane-2-carboxylic acid methyl ester